2-(3,5-dichloro-4-((4-oxo-3,4-dihydrophthalazin-1-yl)oxy)phenyl)-3,5-dioxo-2,3,4,5-tetrahydro-1,2,4-triazine-6-carbonitrile ClC=1C=C(C=C(C1OC1=NNC(C2=CC=CC=C12)=O)Cl)N1N=C(C(NC1=O)=O)C#N